2-Ethynyl-N-(3-methoxy-5-(trifluoromethoxy)phenyl)-N-(2-oxo-1-(2,2,2-trifluoroethyl)pyrrolidin-3-yl)thiazole-4-carboxamide C(#C)C=1SC=C(N1)C(=O)N(C1C(N(CC1)CC(F)(F)F)=O)C1=CC(=CC(=C1)OC(F)(F)F)OC